COC1CN(CC1)CC1=CC(=NC=C1)NC=1SC2=C(N1)C=CC(=C2)C2=CC=NC=C2 N-(4-((3-methoxy-pyrrolidin-1-yl)methyl)-pyridin-2-yl)-6-(pyridin-4-yl)benzo[d]thiazol-2-amine